5-((1-(pyridin-4-yl)azetidin-3-yl)oxy)isoindolin-1-one N1=CC=C(C=C1)N1CC(C1)OC=1C=C2CNC(C2=CC1)=O